OC(C(N(C(C(=O)O)=O)CCC[C@@H](C)[C@H]1CC[C@H]2[C@@H]3CCC4CCCC[C@]4(C)[C@H]3CC[C@]12C)(O)O)(C)CCC[C@@H](C)[C@H]1CC[C@H]2[C@@H]3CCC4CCCC[C@]4(C)[C@H]3CC[C@]12C trihydroxyoxo-cholestanyl-(cholanyl)glycine